COC(C1=CC(=C(C=C1)CN[C@H](CO)C1=CC(=CC=C1)Cl)Br)=O (S)-3-bromo-4-(((1-(3-chlorophenyl)-2-hydroxyethyl)amino)methyl)benzoic acid methyl ester